2-amino-3-(2,4-dichlorophenyl)propane-1-amide NC(C(=O)N)CC1=C(C=C(C=C1)Cl)Cl